methyl 3-((bis(benzyloxy)phosphoryl)oxy)-4-methoxybenzoate C(C1=CC=CC=C1)OP(=O)(OCC1=CC=CC=C1)OC=1C=C(C(=O)OC)C=CC1OC